1-(6-(2-chloro-6-fluoro-3-methoxyphenyl)pyrido[2,3-b]pyrazin-2-yl)-4-methylpiperidin-4-amine ClC1=C(C(=CC=C1OC)F)C=1C=CC=2C(=NC=C(N2)N2CCC(CC2)(N)C)N1